C(C)(C)(C)C1=CC=C(C=C1)[C@H]1CC2(CN(C2)C(=O)C2CC3(C2)NC(OC3)=O)CC1 |r| (rac)-(2s,4s)-2-(6-(4-(tert-butyl)phenyl)-2-azaspiro[3.4]octane-2-carbonyl)-7-oxa-5-azaspiro[3.4]octan-6-one